ethyl-thiocarbamic acid-O-(1-methylethyl) ester CC(C)OC(NCC)=S